C1(CC1)N1CC2=CC=C(C=C2C1=O)OC=1C(=CC=C2[C@@H](CCOC12)OP(=O)(N1CC1)N1CC1)[N+](=O)[O-] Di(aziridin-1-yl)phosphinic acid (R)-8-((2-cyclopropyl-3-oxoisoindolin-5-yl) oxy)-7-nitrochroman-4-yl ester